C(C)(C)(C)C1=NN(C(=C1)C(=O)O)C[C@H]1N(CCC1)C (S)-3-(tert-butyl)-1-((1-methylpyrrolidin-2-yl)methyl)-1H-pyrazole-5-carboxylic acid